FC(S(=O)(=O)OC1=CCCC2=CC(=CC=C12)OCOCCOC)(F)F 6-((2-methoxyethoxy)methoxy)-3,4-dihydronaphthalen-1-yl trifluoromethanesulfonate